N-(4'-amino-3,3'-dimethyl-[1,1'-biphenyl]-4-yl)-2-bromoacetamide NC1=C(C=C(C=C1)C1=CC(=C(C=C1)NC(CBr)=O)C)C